Cl.Cl.N1C[C@@H](CC1)OCCCCC1NC2=NC=CC=C2CC1 2-(4-(((R)-pyrrolidin-3-yl)oxy)butyl)-1,2,3,4-tetrahydro-1,8-naphthyridine dihydrochloride